C1(=CC=CC=C1)N1N=C2C(=N1)C(=C(C=C2C2=CC=CC=C2)C2=CC=CC=C2)C2=CC=CC=C2 2,6-diphenyl-4,7-diphenyl-benzotriazole